3-(5-fluoro-6'-methyl-[3,4'-bipyridin]-2'-yl)-5-(5-fluoropyridin-2-yl)-1,2,4-oxadiazole FC=1C=C(C=NC1)C1=CC(=NC(=C1)C)C1=NOC(=N1)C1=NC=C(C=C1)F